The molecule is a monounsaturated fatty acyl-CoA(4-) obtained by deprotonation of the phosphate and diphosphate OH groups of (11Z)-18-hydroxyoctadecenoyl-CoA; major species at pH 7.3. It is an omega-hydroxy fatty acyl-CoA(4-), a long-chain fatty acyl-CoA(4-) and a monounsaturated fatty acyl-CoA(4-). It is a conjugate base of an (11Z)-18-hydroxyoctadecenoyl-CoA. CC(C)(COP(=O)([O-])OP(=O)([O-])OC[C@@H]1[C@H]([C@H]([C@@H](O1)N2C=NC3=C(N=CN=C32)N)O)OP(=O)([O-])[O-])[C@H](C(=O)NCCC(=O)NCCSC(=O)CCCCCCCCC/C=C\\CCCCCCO)O